C(\C=C\CCC#C)(=O)OCC1=CC=CC=C1 (E)-Benzyl hept-2-en-6-ynoate